5-(((Trans-3-(3-cyclopropyl-4-(1H-pyrrolo[2,3-b]pyridin-1-yl)-1H-pyrazol-1-yl)cyclobutyl)methyl)amino)-2-(2,6-dioxopiperidin-3-yl)isoindoline-1,3-dione C1(CC1)C1=NN(C=C1N1C=CC=2C1=NC=CC2)[C@@H]2C[C@H](C2)CNC=2C=C1C(N(C(C1=CC2)=O)C2C(NC(CC2)=O)=O)=O